CC1(N=CC(=CC1(C(=O)O)C)SC=1C=NC(=C(C1)C(=O)OC)C(=O)OC)C(=O)O.ClC1=C(C(=CC=C1)Cl)CCO 2-(2,6-dichlorophenyl)ethanol 2,3-dimethyl-5-{[5,6-bis(methoxycarbonyl)pyridin-3-yl]sulfanyl}pyridine-2,3-dicarboxylate